C(C)(C)(C)OC(=O)NC1C2CN(CC1CC2)CCCC(=O)OC methyl 4-(8-((tert-butoxycarbonyl)amino)-3-azabicyclo[3.2.1]octan-3-yl)butanoate